tert-Butyl (2-(2-(2-(4-((6-amino-2-butoxy-8-hydroxy-9H-purin-9-yl)methyl)benzamido)ethoxy)ethoxy)ethyl)carbamate NC1=C2N=C(N(C2=NC(=N1)OCCCC)CC1=CC=C(C(=O)NCCOCCOCCNC(OC(C)(C)C)=O)C=C1)O